1-butyl-3-methylimidazolium fluoride salt [F-].C(CCC)N1C=[N+](C=C1)C